4-bromo-N-((1-(4-chlorobenzyl)-1H-1,2,3-triazol-4-yl)methyl)-3-nitrobenzamide BrC1=C(C=C(C(=O)NCC=2N=NN(C2)CC2=CC=C(C=C2)Cl)C=C1)[N+](=O)[O-]